5-(icosan-3-yl)-1,2,3-oxadiazol-4(5H)-one CCC(CCCCCCCCCCCCCCCCC)C1C(N=NO1)=O